2-(1-(benzo[4,5]imidazo[1,2-a]pyridin-3-yl)piperidin-4-yl)-N-(9H-fluoren-9-yl)acetamide C1=CC(=CC=2N1C1=C(N2)C=CC=C1)N1CCC(CC1)CC(=O)NC1C2=CC=CC=C2C=2C=CC=CC12